4-((4-cyclopropyl-2-(N-methyl-methanesulfonamido)-phenyl)amino)-N-ethoxy-6-((6-fluoropyridin-2-yl)amino)-nicotinamide C1(CC1)C1=CC(=C(C=C1)NC1=CC(=NC=C1C(=O)NOCC)NC1=NC(=CC=C1)F)N(S(=O)(=O)C)C